OC1=NN(C2=NC(=CN=C21)N2CCC1(CC2)CC2=CC=CC=C2C1NC([O-])=O)CC1=CC=C(C=C1)OC N-(1'-{3-hydroxy-1-[(4-methoxyphenyl)methyl]-1H-pyrazolo[3,4-b]pyrazin-6-yl}-1,3-dihydrospiro[indene-2,4'-piperidin]-3-yl)carbamate